C(C)(C)(C)C1=CC2=C(C3=CC=CC=C3C(=C2C=C1)OC(=O)CCCCCC)OC(=O)CCCCCC 2-(tert-butyl)-9,10-bis(n-hexylcarbonyloxy)anthracene